ClC=1C=C(C=C(C1F)Cl)C1(CC(=NO1)C1=C2C=CN=CC2=C(C=C1)C(=O)NC(C)(C)C)C(F)(F)F 5-[5-(3,5-dichloro-4-fluorophenyl)-4,5-dihydro-5-(trifluoromethyl)-3-isoxazolyl]-N-(1,1-dimethylethyl)-8-isoquinoline-carboxamide